C(C)(C)(C)C1(NC=NC=C1)C1=CC=CC=C1 4-t-butyl-4-phenylpyrimidine